O1C2=C(OCC1C=1NC(C(N1)([2H])[2H])[2H])C=CC(=C2)[2H] 2-(2,3-dihydrobenzo[b][1,4]dioxin-2-yl-7-d)-4,5-dihydro-1H-imidazole-4,4,5-d3